N=1N=CN2C1C=CC(=C2)C2=CNC=1N=C(N=C(C12)OC)NC1CCC2(CCO2)CC1 5-([1,2,4]triazolo[4,3-a]pyridin-6-yl)-4-methoxy-N-((4s,7s)-1-oxaspiro[3.5]nonan-7-yl)-7H-pyrrolo[2,3-d]pyrimidin-2-amine